N=1N=CN2C1C=CC=C2C2=CC=C(C=C2)N2CCN(CC2)C(=O)NC=2N=C(SC2)C#C 4-(4-([1,2,4]Triazolo[4,3-a]pyridin-5-yl)phenyl)-N-(2-ethynyl-thiazol-4-yl)-piperazine-1-carboxamide